N[C@@H](CC1=CC=CC=C1)C(=O)OCCCCCCCC Octyl L-phenylalaninate